OC1CCC(CC1)N(CCCCCCCC(=O)N(CCCCCCCCCC)CCCCCCCCCC)CCCCCCCC(=O)N(CCCCCCCCCC)CCCCCCCCCC 8,8'-(((1R,4S)-4-hydroxycyclohex-yl)azanediyl)bis-(N,N-didecyloctan-amide)